dimethyl-isoindolone tert-butyl-N-[2-methyl-5-(m-tolyl)-5-oxo-Pentyl]carbamate C(C)(C)(C)OC(NCC(CCC(=O)C=1C=C(C=CC1)C)C)=O.CC1=C2C(=NC(C2=CC=C1)=O)C